NC1=NNC(C2=C1N(N=C2[C@H]2CN(CC2)C(C#CC)=O)C2=CC=C(C=C2)OC2=CC=CC=C2)=O (R)-7-Amino-3-(1-(but-2-ynoyl)pyrrolidin-3-yl)-1-(4-phenoxyphenyl)-1,5-dihydro-4H-pyrazolo[3,4-d]pyridazin-4-on